tert-butyl (tert-butoxycarbonyl)(7-(3-chloro-6-((3,3-difluoro-4-(4-fluorophenyl)-4-((triethylsilyl)oxy)pentyl)oxy)pyrazin-2-yl)-[1,2,4]triazolo[1,5-a]pyridin-2-yl)carbamate C(C)(C)(C)OC(=O)N(C(OC(C)(C)C)=O)C1=NN2C(C=C(C=C2)C2=NC(=CN=C2Cl)OCCC(C(C)(O[Si](CC)(CC)CC)C2=CC=C(C=C2)F)(F)F)=N1